BrC(C(=O)NC1=CC(=CC=C1)[N+](=O)[O-])=C 2-Bromo-N-(3-nitrophenyl)acrylamide